BrCC1=CC=C(C=C1)S(=O)C 1-(bromomethyl)-4-methylsulfinyl-benzene